ClC1=CC=C(C(=N1)C1=NN(C=N1)C)NC(C)C=1C=2C3=C(N(C(C2C=C(C1)C)=O)C)N(N=C3)CCO 9-(1-((6-chloro-2-(1-methyl-1H-1,2,4-triazol-3-yl)pyridin-3-yl)amino)ethyl)-3-(2-hydroxyethyl)-4,7-dimethyl-3,4-dihydro-5H-pyrazolo[3,4-c]isoquinolin-5-one